OC[C@@H]1N(CCCC1)C(=O)OCC1=CC=CC=C1 phenylmethyl (2R)-2-(hydroxymethyl)-1-piperidinecarboxylate